methyl 4-{3-cyclopropyl-1-[(6-methyloxan-2-yl)methyl]-4-(trifluoromethyl)-1H-pyrazole-5-amido}pyridine-2-carboxylate C1(CC1)C1=NN(C(=C1C(F)(F)F)C(=O)NC1=CC(=NC=C1)C(=O)OC)CC1OC(CCC1)C